C(#N)C1=CNC2=C(C=CC(=C12)C)NS(=O)(=O)C=1C=NN(C1)[C@@H]([C@@H](C)O)C N-(3-cyano-4-methyl-1H-indol-7-yl)-1-[(1R,2R)-2-hydroxy-1-methylpropyl]pyrazole-4-sulfonamide